C(CCC=CC=CCCCCCCC)(=O)O 4,6-tetradecadienoic acid